(2-(4-(9-benzyl-6-(1-methylcyclopropoxy)-9H-purin-8-yl)-3-chlorophenoxy)ethyl)-L-proline C(C1=CC=CC=C1)N1C2=NC=NC(=C2N=C1C1=C(C=C(OCCN2[C@@H](CCC2)C(=O)O)C=C1)Cl)OC1(CC1)C